ClC1=C(C=CC(=C1)N(C=1C=2N(C=CN1)C(=CN2)C=2C(=NNC2)C(F)(F)F)C(F)F)C(=O)N2CCNCC2 [2-chloro-4-[difluoromethyl-[3-[3-(trifluoromethyl)-1H-pyrazol-4-yl]imidazo[1,2-a]pyrazin-8-yl]amino]phenyl]-piperazin-1-ylmethanone